4-chlorobenzyl (4-((2-oxo-3-azabicyclo[3.1.0]hexan-3-yl)methyl)phenyl)carbamate O=C1C2CC2CN1CC1=CC=C(C=C1)NC(OCC1=CC=C(C=C1)Cl)=O